NC=1C(=NC(=CN1)C=1C=NN(C1)C1CCN(CC1)C(=O)OC(C)(C)C)C(=O)O[C@@H](C(=O)NC1=CC(=C(C=C1)F)C)C1=CC=CC=C1 (R)-2-((4-fluoro-3-methylphenyl)amino)-2-oxo-1-phenylethyl 3-amino-6-(1-(1-(tert-butoxycarbonyl)piperidin-4-yl)-1H-pyrazol-4-yl)pyrazine-2-carboxylate